CC1=NOC(=C1C1=CC=C(S1)S(=O)(=O)N1CCN(CC1)C[C@H](C)NC1=NC=NC2=C(C=CC=C12)C(F)(F)F)C N-[(2S)-1-(4-{[5-(3,5-dimethyl-1,2-oxazol-4-yl)thiophen-2-yl]sulfonyl}piperazin-1-yl)propan-2-yl]-8-(trifluoromethyl)quinazolin-4-amine